C(CC=CCCCCCCCCCCCC)(=O)OCC(C(CO)O)O 2,3,4-trihydroxybutyl hexadec-3-enoate